(S)-N-(4-(benzo[d][1,3]dioxol-5-yl)benzo[d]thiazol-2-yl)-1-cyanopyrrolidine-3-carboxamide O1COC2=C1C=CC(=C2)C2=CC=CC1=C2N=C(S1)NC(=O)[C@@H]1CN(CC1)C#N